4,4'-sulfonylbis(2,6-dimethylphenol) S(=O)(=O)(C1=CC(=C(C(=C1)C)O)C)C1=CC(=C(C(=C1)C)O)C